COC(=O)C=1C(OC2=CC=C(C(=C2C1CC=1SC(=C(N1)C)C)C1=CC(=CC=C1)Cl)Br)=O (3-chlorophenyl)(4,5-dimethylthiazol-2-yl)methyl-6-bromo-2-oxo-2H-chromene-3-carboxylic acid methyl ester